(2R)-pyrrolidin-2-yl-methanol N1[C@H](CCC1)CO